COC1=C(C=CC=C1)C=1OC(=CC1)C=1C=C(C=CC1)C 2-(2-methoxyphenyl)-5-(m-tolyl)furan